O1CCC(=CC1)C=1N=CC2=C(N1)C(N(C2)C(C)C)=O 2-(3,6-dihydro-2H-pyran-4-yl)-6-(prop-2-yl)-5,6-dihydro-7H-pyrrolo[3,4-d]pyrimidin-7-one